N-(2-methyl-propenyl)methylpyridine Tert-Butyl-N-(3-hydroxycyclobutyl)-N-methyl-carbamate C(C)(C)(C)OC(N(C)C1CC(C1)O)=O.CC(=CN1C(C=CC=C1)C)C